NC1=CC(=NC=N1)C1(CC1)C(=O)N (6-aminopyrimidin-4-yl)cyclopropanecarboxamide